BrC=1C=C2C(=NC=NC2=CC1)NC1=CC(=C(C=C1)OC1=CC=2N(C=C1)N=CN2)C 6-bromo-N-(3-methyl-4-[[1,2,4]triazolo[1,5-a]pyridin-7-yloxy]phenyl)quinazolin-4-amine